5-methyl-2-[[(2S)-2-methylpiperazin-1-yl]methyl]thiazole hydrochloride Cl.CC1=CN=C(S1)CN1[C@H](CNCC1)C